4-((2-methoxy-5-(methoxymethyl)-3-(2-methyl-2H-1,2,3-triazol-4-yl)phenyl)amino)-N-(methyl-d3)pyridazine-3-carboxamide COC1=C(C=C(C=C1C1=NN(N=C1)C)COC)NC1=C(N=NC=C1)C(=O)NC([2H])([2H])[2H]